Oxybismethylene diacetate C(C)(=O)OCOCOC(C)=O